1-(4-((2-methyl-1,2,3,3a,4,6a-hexahydrocyclopenta[c]pyrrol-5-yl)benzyl)-1H-indol-5-yl)-1H-pyrazol-3-carboxamid CN1CC2C(C1)CC(=C2)C(C2=CC=CC=C2)C2=C1C=CNC1=CC=C2N2N=C(C=C2)C(=O)N